1-(4-hydroxy-3-methoxyphenyl)dec-4-en-3-one OC1=C(C=C(C=C1)CCC(C=CCCCCC)=O)OC